2,2-dimethyl-5-(1-methyl-1H-imidazol-2-yl)-1,2-dihydroquinoline CC1(NC2=CC=CC(=C2C=C1)C=1N(C=CN1)C)C